5-bromo-6-{(E)-[(dimethylamino)methylidene]amino}-2-(methylsulfanyl)pyrimidin BrC=1C=NC(=NC1/N=C/N(C)C)SC